tert-butyl (4-(((1-(4-(2,6-dioxopiperidin-3-yl)phenyl)piperidin-4-yl)methyl) amino)cyclohexyl)carbamate O=C1NC(CCC1C1=CC=C(C=C1)N1CCC(CC1)CNC1CCC(CC1)NC(OC(C)(C)C)=O)=O